FC1(CCC2=C1N=C(N=C2C2=CC1=C(C(NC=C1)=O)S2)N2[C@H]([C@@H](C2)O)C)F 2-[7,7-difluoro-2-[(2S,3R)-3-hydroxy-2-methyl-azetidin-1-yl]-5,6-dihydrocyclopenta[d]pyrimidin-4-yl]-6H-thieno[2,3-c]pyridin-7-one